C(C)(=O)N(C=1SC2=C(C1C(=O)NC)C=CC(=C2)O)CC2=CC=CC=C2 2-[acetyl-(benzyl)amino]-6-hydroxy-N-methyl-1-benzothiophene-3-carboxamide